5-bromo-2-(2,2-dimethyl-1,3-dioxolan-4-yl)pyrimidine BrC=1C=NC(=NC1)C1OC(OC1)(C)C